NC=1N=NC(=CC1N1CC(OCC1)C1=CC(=C(C(=O)N2CCC(CC2)CN2CCC(CC2)N2C(=CC3=C(C=CC=C23)N2CNCC=C2)C)C=C1)C)C1=C(C=CC=C1)O 1-(1-(1-((1-(4-(4-(3-Amino-6-(2-hydroxyphenyl)pyridazin-4-yl)morpholin-2-yl)-2-methylbenzoyl)piperidin-4-yl)methyl)piperidin-4-yl)-2-methyl-1H-indol-4-yl)dihydropyrimidine